dihydroxy-ortho-xylene OC=1C(=C(C(=CC1)C)C)O